FC=1C=C(C=C(C1F)F)C1=C(C=CC=C1)[N+](=O)[O-] 3',4',5'-trifluoro-2-nitrobiphenyl